C(CCC(C)(C)C)(=O)OOC(C)(C)CCC t-hexyl peroxyneoheptanoate